6-chloro-3-((1-(2-cyano-3-(6,6-difluoro-2-azabicyclo[2.2.1]heptan-2-yl)-7-methylquinoxalin-5-yl)ethyl)amino)picolinic acid ClC1=CC=C(C(=N1)C(=O)O)NC(C)C1=C2N=C(C(=NC2=CC(=C1)C)C#N)N1C2C(CC(C1)C2)(F)F